C1(=CC=CC=C1)C1(CC1)COCC(=O)N1CC2CCC(C1)N2C2=NC=C(C#N)C=C2 6-(3-(2-((1-phenylcyclopropyl)methoxy)acetyl)-3,8-diazabicyclo[3.2.1]octan-8-yl)nicotinonitrile